{2-[4-({[8-(6-Methoxy-pyridin-2-yl)-2,3-dihydro-benzo[1,4]dioxin-2-ylmethyl]-pyridin-3-ylmethyl-amino}-methyl)-phenoxy]-ethyl}-dimethyl-amine COC1=CC=CC(=N1)C1=CC=CC2=C1OC(CO2)CN(CC=2C=NC=CC2)CC2=CC=C(OCCN(C)C)C=C2